CN1N=C(C=C1)C1=NN=C(O1)C(=O)N1[C@@H](C2=C(CC1)NC=N2)C=2OC1=C(N2)C=C(C=C1)C (S)-(5-(1-methyl-1H-pyrazol-3-yl)-1,3,4-oxadiazol-2-yl)(4-(5-methylbenzo[d]oxazol-2-yl)-6,7-dihydro-1H-imidazo[4,5-c]pyridin-5(4H)-yl)methanone